CC1=CSC2=C1N=CN=C2N[C@H](CN2CCN(CC2)S(=O)(=O)C2=CC=C(C=C2)C=2N=C(SC2)C)C 7-methyl-N-[(2S)-1-{4-[4-(2-methyl-1,3-thiazol-4-yl)benzenesulfonyl]piperazin-1-yl}propan-2-yl]thieno[3,2-d]pyrimidin-4-amine